CC=1C=C(C=CC1N=C)NC1=CC(NC(N1)=O)=O 6-(3-methyl-4-methyleneaminophenyl)aminopyrimidine-2,4(1H,3H)-dione